COC(C1=CC(=CC=C1)OC1=C(C=C(C=C1)C1C=2C(NC(C1)=O)=NNC2)OC)=O 3-(2-Methoxy-4-{6-oxo-2H,4H,5H,6H,7H-pyrazolo[3,4-b]pyridin-4-yl}phenoxy)benzoic acid methyl ester